(S)-1-(2-chloroacetyl)-7-(4-fluorobenzyl)-2-methyl-N-((S)-tetrahydrofuran-3-yl)-2,3-dihydro-1H-pyrido[2,3-b][1,4]oxazine-6-carboxamide ClCC(=O)N1C2=C(OC[C@@H]1C)N=C(C(=C2)CC2=CC=C(C=C2)F)C(=O)N[C@@H]2COCC2